N1C=CC=2C1=NC=CC2C2=NC=CC(=N2)NC2(CN(C2)S(=O)(=O)C)C#N 3-((2-(1H-pyrrolo[2,3-b]pyridin-4-yl)pyrimidin-4-yl)amino)-1-(methanesulfonyl)azetidine-3-carbonitrile